1-(((3-methylpyridin-2-yl)oxy)methyl)cyclopentan-1-amine CC=1C(=NC=CC1)OCC1(CCCC1)N